C(C1=CC=CC=C1)N1CCC(CC1)(O)CN1CC(CC1)(F)F 1-benzyl-4-[(3,3-difluoropyrrolidin-1-yl)methyl]Piperidin-4-ol